tert-butyl (S)-4-(benzofuran-5-ylmethyl)-2-methylpiperazine-1-carboxylate O1C=CC2=C1C=CC(=C2)CN2C[C@@H](N(CC2)C(=O)OC(C)(C)C)C